1-((2S,3R,4R)-2-cyclopropyl-6-(1-(2-methoxyethyl)-1H-pyrazol-4-yl)-3-methyl-4-((6-methylpyridin-2-yl)amino)-3,4-dihydroquinolin-1(2H)-yl)ethanone C1(CC1)[C@@H]1N(C2=CC=C(C=C2[C@@H]([C@H]1C)NC1=NC(=CC=C1)C)C=1C=NN(C1)CCOC)C(C)=O